C(C)(C)(C)OC(=O)N1CCN(CC1)C1=NC(=NC(=N1)Cl)NC1=CC(=C(C=C1)[N+](=O)[O-])OC 4-(4-chloro-6-((3-methoxy-4-nitrophenyl)amino)-1,3,5-triazin-2-yl)piperazine-1-carboxylic acid tert-butyl ester